E-4-(piperidin-1-yl)but-2-ene hydrochloride Cl.N1(CCCCC1)C/C=C/C